FC1=C(C(=O)N[C@@H](C(=O)N2CCC3(C(CN(C3)C)C3=CC=C(C=C3)O)CC2)C(C)C)C=C(C=C1)C(F)(F)F 2-fluoro-N-((2R)-1-(4-(4-hydroxyphenyl)-2-methyl-2,8-diazaspiro[4.5]decan-8-yl)-3-methyl-1-oxobutan-2-yl)-5-(trifluoromethyl)benzamide